NCC1CCC(CC1)C1=CC2=C(N(C(N2C)=O)C2C(NC(CC2)=O)=O)C=C1 3-[5-[4-(aminomethyl)cyclohexyl]-3-methyl-2-oxo-benzimidazol-1-yl]piperidine-2,6-dione